ClC=1C=C(C=C(C1OC=1C(=C2C3(C(NC2=CC1)=O)CCC3)C)Cl)N3N=C(C(NC3=O)=O)NC(OC(C)(C)C)=O t-butyl (2-(3,5-dichloro-4-((4'-methyl-2'-oxospiro[cyclobutane-1,3'-indolin]-5'-yl)oxy)phenyl)-3,5-dioxo-2,3,4,5-tetrahydro-1,2,4-triazin-6-yl)carbamate